FC1=COC2=C1C=CC=C2[C@@H](C)NC=2C1=C(N=C(N2)C)N=C(C(=C1)C(=O)N(C)C)N1CCCC1 (R)-4-((1-(3-fluorobenzofuran-7-yl)ethyl)amino)-N,N,2-trimethyl-7-(pyrrolidin-1-yl)pyrido[2,3-d]pyrimidine-6-carboxamide